Dimethyl-monochlorosilane C[SiH](Cl)C